C1(=CC=CC=C1)C(CC=O)C 3-PHENYLBUTYRALDEHYDE